C(CCCCCCC)OC(CCC#N)OCCCCCCCC 4,4-bis(octyloxy)butyronitrile